2-Chloro-N4-(3-[N-(1-hydroxy-2-methylpropan-2-yl)sulfamoyl]phenyl)-5,6-dimethylpyrimidin-4-amine ClC1=NC(=C(C(=N1)NC1=CC(=CC=C1)S(NC(CO)(C)C)(=O)=O)C)C